8,8-dimethyl-7-oxo-2-[1-(trifluoromethyl)cyclopentane-1-carbonyl]-2-azaspiro[3.5]non-5-ene-6-carbonitrile CC1(C(C(=CC2(CN(C2)C(=O)C2(CCCC2)C(F)(F)F)C1)C#N)=O)C